2-oleyl-3-(2-hydroxyethyl)imidazolinium C(CCCCCCC\C=C/CCCCCCCC)C1[NH2+]CCN1CCO